N[C@@H](CC(=O)O)C1=C(C(=CC=C1)F)F (S)-3-amino-3-(2,3-difluorophenyl)propanoic acid